(S)-3-phenylpyrrolidine hydrochloride Cl.C1(=CC=CC=C1)[C@H]1CNCC1